N-(6-(tert-butyl)-2-phenylpyrimidin-4-yl)-O-(3-(2-(5,6,7,8-tetrahydro-1,8-naphthyridin-2-yl)ethyl)cyclobutyl)homoserine tert-Butyl-(6-((tert-butyldimethylsilyl)oxy)hexyl)carbamate C(C)(C)(C)N(C(O)=O)CCCCCCO[Si](C)(C)C(C)(C)C.C(C)(C)(C)C1=CC(=NC(=N1)C1=CC=CC=C1)N[C@@H](CCOC1CC(C1)CCC1=NC=2NCCCC2C=C1)C(=O)O